(S)-tert-butyl (1-(4-(2-methylquinolin-6-yl)-1H-imidazol-2-yl)but-3-en-1-yl)carbamate CC1=NC2=CC=C(C=C2C=C1)C=1N=C(NC1)[C@H](CC=C)NC(OC(C)(C)C)=O